ClC1=C(C=2N=C(N=C(C2C=N1)N1C2C(C2COCC1)F)F)F 2-(7-Chloro-2,8-difluoropyrido[4,3-d]pyrimidin-4-yl)-8-fluoro-5-oxa-2-azabicyclo[5.1.0]octane